triphenyl-(4-methylbenzyl)phosphine chloride [Cl-].C1(=CC=CC=C1)P(CC1=CC=C(C=C1)C)(C1=CC=CC=C1)C1=CC=CC=C1